F[C@H]1[C@@](COC1)(C)N1CCN(CC1)C=1C=C2C=C(N=CC2=CC1C)NC(=O)[C@@H]1[C@H]([C@H]1C=1C=NN(C1)C)C (1R,2S,3R)-N-[6-[4-((3S,4S)-4-fluoro-3-methyl-tetrahydrofuran-3-yl)piperazin-1-yl]-7-methyl-3-isoquinolinyl]-2-methyl-3-(1-methylpyrazol-4-yl)cyclopropanecarboxamide